FC=1C=C(C=C(C1)F)C1CC=NN1C(=O)C12CC(C1)(C2)CN2N=C(C=C2)OC (5-(3,5-difluorophenyl)-4,5-dihydro-1H-pyrazol-1-yl)(3-((3-methoxy-1H-pyrazol-1-yl)methyl)bicyclo[1.1.1]-pentan-1-yl)methanone